C1(CC1)S(=O)(=O)N1N=CC(=C1)C1=NC=CC(=N1)NC1=NC=C(C(=C1)NC1CCC(CC1)F)C1=NN(C=C1)C(F)F N2-(2-(1-(Cyclopropylsulfonyl)-1H-pyrazol-4-yl)pyrimidin-4-yl)-5-(1-(difluoromethyl)-1H-pyrazol-3-yl)-N4-(4-fluorocyclohexyl)pyridine-2,4-diamine